[4-(2-tert-butylphenoxy)piperidin-1-yl](oxo)acetic acid C(C)(C)(C)C1=C(OC2CCN(CC2)C(C(=O)O)=O)C=CC=C1